3-acetyl-8-bromo-5-chloroquinolin-4(1H)-one C(C)(=O)C1=CNC2=C(C=CC(=C2C1=O)Cl)Br